CC1(OB(OC1(C)C)C=1C=C(C=C(C1)C(F)(F)F)NC(C=C)=O)C N-(3-(4,4,5,5-tetramethyl-1,3,2-dioxaborolan-2-yl)-5-(trifluoromethyl)phenyl)acrylamide